2-Fluoro-4-(oxetane-3-yl)benzyl alcohol FC1=C(CO)C=CC(=C1)C1COC1